N=1C=C(N2C1C=CC=C2)CN2CCN(CC2)C2=C(C#N)C=CC(=C2)CC(C)C 2-(4-(imidazo[1,2-a]pyridin-3-ylmethyl)piperazin-1-yl)-4-isobutylbenzonitrile